Tert-butyl (1-((6-((2-(2,6-Dioxopiperidin-3-yl)-1,3-dioxoisoindolin-4-yl)amino)hexyl)sulfonyl)piperidin-4-yl)carbamate O=C1NC(CCC1N1C(C2=CC=CC(=C2C1=O)NCCCCCCS(=O)(=O)N1CCC(CC1)NC(OC(C)(C)C)=O)=O)=O